NC=1C=NC2=CC=C(C=C2C1NC1CCC(CC1)NC(OC(C)(C)C)=O)C1=CN(C2=NC=C(C=C21)C(NCC=2C=NC=CC2)=O)S(=O)(=O)C2=CC=C(C=C2)C tert-Butyl N-[4-({3-amino-6-[1-(4-methylbenzenesulfonyl)-5-[(pyridin-3-ylmethyl)carbamoyl]-1H-pyrrolo[2,3-b]pyridin-3-yl]quinolin-4-yl}amino)cyclohexyl]carbamate